NC1=CC=C(C(C)(C)C2=CC=C(OC3=C(C(=O)C4=CC=CC=C4)C=CC=C3)C=C2)C=C1 4-(4-amino-α,alpha-dimethylbenzyl)phenoxybenzophenone